FC=1C(=NC(=C(C1)F)OCC1=CC=C2C=NN(C2=C1)C)N1CCC2(CC2C2=NC3=C(N2C[C@H]2OCC2)C=C(C=C3)C(=O)OC)CC1 methyl 2-(6-(3,5-difluoro-6-((1-methyl-1H-indazol-6-yl) methoxy) pyridin-2-yl)-6-azaspiro[2.5]octan-1-yl)-1-((S)-oxetan-2-ylmethyl)-1H-benzo[d]imidazole-6-carboxylate